(1S,3S)-3-((2-cyclopropyl-6-(1-methyl-5-(((methyl(oxetan-3-ylmethyl)carbamoyl)oxy)methyl)-1H-1,2,3-triazol-4-yl)pyridin-3-yl)oxy)cyclohexanecarboxylic acid methyl ester COC(=O)[C@@H]1C[C@H](CCC1)OC=1C(=NC(=CC1)C=1N=NN(C1COC(N(CC1COC1)C)=O)C)C1CC1